C(C1=CC=CC=C1)N([C@H](CC(=O)OC(C)(C)C)CCN1CC(CCC1)(F)F)[C@@H](C)C1=CC=CC=C1 tert-Butyl (S)-3-(benzyl((S)-1-phenylethyl)amino)-5-(3,3-difluoropiperidin-1-yl)pentanoate